1-((6-cyclopropylimidazo[1,2-a]pyridin-2-yl)methyl)-N-(2-fluoro-3-methoxy-6-(1H-tetrazol-1-yl)benzyl)-1H-pyrrole-3-carboxamide C1(CC1)C=1C=CC=2N(C1)C=C(N2)CN2C=C(C=C2)C(=O)NCC2=C(C(=CC=C2N2N=NN=C2)OC)F